(5-bromopyridin-2-yl)-3,6-diazabicyclo[3.2.1]octane BrC=1C=CC(=NC1)C12CNCC(NC1)C2